2-[4-[2-[(4-bromo-3-fluoro-phenyl)methoxy]ethyl]-1-piperidyl]-5-(methoxymethyl)pyrimidine BrC1=C(C=C(C=C1)COCCC1CCN(CC1)C1=NC=C(C=N1)COC)F